methyl 2-(benzoylaminomethyl)-3-oxobutanoate C(C1=CC=CC=C1)(=O)NCC(C(=O)OC)C(C)=O